FC=1C=C(C=C(C1)OC(F)(F)F)NC(=O)C1=CSC=2CN(CCC21)C(=O)C2=CN=C1N2C=CC=C1 N-(3-fluoro-5-(trifluoromethoxy)phenyl)-6-(imidazo[1,2-a]pyridine-3-carbonyl)-4,5,6,7-tetrahydrothieno[2,3-c]pyridine-3-carboxamide